(1r,5r,6r)-2,2-difluorobicyclo[3.1.0]hexane-6-carboxamide FC1([C@H]2[C@@H]([C@H]2CC1)C(=O)N)F